5-(4-((3-ethyl-2,4-dioxo-1,2,3,4-tetrahydrothieno[3,2-d]pyrimidin-6-yl)methyl)-3-methylpiperazin-1-yl)-6-fluoro-N-methylpicolinamide C(C)N1C(NC2=C(C1=O)SC(=C2)CN2C(CN(CC2)C=2C=CC(=NC2F)C(=O)NC)C)=O